1-(4-methylmorpholin-2-yl)-N-({5-[5-(trifluoromethyl)-1,2,4-oxadiazol-3-yl]pyridin-2-yl}methyl)methanamine CN1CC(OCC1)CNCC1=NC=C(C=C1)C1=NOC(=N1)C(F)(F)F